C1CC[NH+](CC1)CC2=CC(=NC=C2)OC/C=C\\CNC3=C(C(=O)C3=O)N The molecule is a piperidinium ion resulting from the protonation of the piperidine nitrogen of pibutidine; major species at pH 7.3. It is a conjugate acid of a pibutidine.